C(C(=C)C)(=O)OCCCCOC(C=C)=O 4-(Acryloyloxy)-butyl methacrylat